trans-4-(3-Methyl-5-((1r,4r)-4-(pyridin-2-yloxy)cyclohexyl)-4H-1,2,4-triazol-4-yl)benzonitrile CC1=NN=C(N1C1=CC=C(C#N)C=C1)[C@@H]1CC[C@H](CC1)OC1=NC=CC=C1